BrC1=CC2=C(N(C(N2C2CCN(CC2)C)=O)CC2=NC=C(C=C2)C=2OC(=NN2)C(F)F)C=C1F 5-Bromo-1-((5-(5-(difluoromethyl)-1,3,4-oxadiazol-2-yl)pyridin-2-yl)methyl)-6-fluoro-3-(1-methylpiperidin-4-yl)-1,3-dihydro-2H-benzo[d]imidazol-2-one